ClC1=NC=C(C(=C1)C1=C(C=NC(=C1)C)C(=O)NC=1SC2=C(N1)CN(C2)C(=O)C2CC(C2)O)OC 2'-Chloro-N-(5-((1s,3s)-3-hydroxy-cyclobutane-1-carbonyl)-5,6-dihydro-4H-pyrrolo[3,4-d]thiazol-2-yl)-5'-methoxy-6-methyl-[4,4'-bipyridine]-3-carboxamide